tert-butyl (3-(5-(cyanomethyl)pyridin-3-yl)-6-fluoro-4-(3-(trifluoromethyl)-1H-pyrazol-1-yl)-9H-pyrido[2,3-b]indol-8-yl)(ethyl)carbamate C(#N)CC=1C=C(C=NC1)C1=C(C2=C(NC3=C(C=C(C=C23)F)N(C(OC(C)(C)C)=O)CC)N=C1)N1N=C(C=C1)C(F)(F)F